1-[2-(difluoromethoxy)-4-(trifluoromethyl)phenyl]-N-[(3R)-1-(propan-2-yl)piperidin-3-yl]pyrrolo[1,2-d][1,2,4]triazin-4-amine FC(OC1=C(C=CC(=C1)C(F)(F)F)C=1C=2N(C(=NN1)N[C@H]1CN(CCC1)C(C)C)C=CC2)F